ClC1=C(C=C(C=C1)F)N=C(N)C1=C(C=2N(N=C1)C=C(C2)C=2C=NC(=CC2)C(CO)(C)C)N[C@@H]2CC[C@H](CC2)NC(OC(C)(C)C)=O tert-butyl N-[trans-4-[[3-[N'-(2-chloro-5-fluoro-phenyl)carbamimidoyl]-6-[6-(2-hydroxy-1,1-dimethyl-ethyl)-3-pyridyl]pyrrolo[1,2-b]pyridazin-4-yl]amino]cyclohexyl]carbamate